(3S,4R)-3-fluoro-1-methylpiperidine-4-amine dihydrochloride Cl.Cl.F[C@H]1CN(CC[C@H]1N)C